B([O-])([O-])[O-].[Na+].[Na+].[Na+] sodium borate salt